CNCC(C)C N,2-dimethyl-1-propylamine